C1(=CC=CC=C1)C=1NC(=NN1)S 5-(phenyl)-4H-1,2,4-triazole-3-thiol